methyl cis-3-methyl-6-picolinoyl-6-azabicyclo[3.1.1]heptane-1-carboxylate CC=1C=NC(=CC1)C(=O)C1C2(NC(CC1)C2)C(=O)OC